8-(3-chloro-4-methoxyphenyl)-1,4-dioxaspiro[4.5]decan-8-ol ClC=1C=C(C=CC1OC)C1(CCC2(OCCO2)CC1)O